rac-N-((4R,5R)-7-ethyl-4-(4-fluorophenyl)-3-(hydroxymethyl)-6-oxo-1-(tetrahydrofuran-3-yl)-4,5,6,7-tetrahydro-1H-pyrazolo[3,4-b]pyridin-5-yl)-3-(trifluoromethyl)benzamide C(C)N1C2=C([C@H]([C@H](C1=O)NC(C1=CC(=CC=C1)C(F)(F)F)=O)C1=CC=C(C=C1)F)C(=NN2[C@H]2COCC2)CO |&1:32|